2-iodo-5-methoxy-1,3-xylene IC1=C(C=C(C=C1C)OC)C